phosphorus potassium [K].[P]